I[GeH]([Ge](I)(I)I)I pentaiododigermane